perfluorophenyl 4-(4-(trifluoromethyl)phenyl)tetrahydro-2H-pyran-4-carboxylate FC(C1=CC=C(C=C1)C1(CCOCC1)C(=O)OC1=C(C(=C(C(=C1F)F)F)F)F)(F)F